C(C)(C)(C)C1=CC(=NC=C1)C1=C(C=C(C=C1)F)F 4-tert-butyl-2-(2,4-difluorophenyl)pyridine